(S)-2-nitro-6,7-dihydro-5H-imidazo[2,1-b][1,3]Oxazin-6-ol [N+](=O)([O-])C=1N=C2OC[C@H](CN2C1)O